1,3,5-trichlorobenzene chloride [Cl-].ClC1=CC(=CC(=C1)Cl)Cl